OC[C@@H]1N(CCC1)CCC=1NC(C2=CC=CC(=C2C1)C)=O (R)-3-[2-(2-hydroxymethylpyrrolidin-1-yl)ethyl]-5-methyl-2H-isoquinolin-1-one